O1COCC2=C1C=CC(=C2)C(=C2CC1C(CNC1)C2)C2=CC1=C(OCOC1)C=C2 5-(Bis(4H-benzo[d][1,3]dioxin-6-yl)methylene)octahydrocyclopenta[c]pyrrole